BrCCCCC(=O)NC(=O)N bromovalerylurea